4-(di-pyrazolylamino)cyclohexanone N1N=C(C=C1)N(C1CCC(CC1)=O)C1=NNC=C1